(3R)-1-(4-{[(1R)-1-[3-(1,1-difluoro-2-hydroxyethyl)phenyl]ethyl]amino}-2,7-dimethyl-7H-pyrazolo[3,4-h]quinazolin-6-yl)pyrrolidin-3-ol FC(CO)(F)C=1C=C(C=CC1)[C@@H](C)NC1=NC(=NC2=C3C(=C(C=C12)N1C[C@@H](CC1)O)N(N=C3)C)C